FC(COC1=CC2=C(N(N=C2C=C1)C)C(=O)N)F [5-(2,2-difluoroethoxy)-2-methyl-2H-indazol-3-yl]carboxamide